N-((6-(4-(4-cyanophenyl)-5-hydroxy-3-methyl-1H-pyrazol-1-yl)pyridin-3-yl)sulfonyl)acetamide methyl-2-fluoro-3-(2-oxo-1,3-dihydroindol-6-yl)prop-2-enoate COC(C(=CC1=CC=C2CC(NC2=C1)=O)F)=O.C(#N)C1=CC=C(C=C1)C=1C(=NN(C1O)C1=CC=C(C=N1)S(=O)(=O)NC(C)=O)C